2-(3-aminoprop-1-yn-1-yl)-4-(4-(piperidin-4-ylmethyl)piperazin-1-yl)benzoic acid methyl ester hydrochloride Cl.COC(C1=C(C=C(C=C1)N1CCN(CC1)CC1CCNCC1)C#CCN)=O